N-(4-((2-(1,1-difluoroethyl)-6-methylpyrimidin-4-yl)amino)-5-(((2S,6S)-6-methyltetrahydro-2H-pyran-2-yl)methoxy)pyridin-2-yl)acetamide FC(C)(F)C1=NC(=CC(=N1)NC1=CC(=NC=C1OC[C@H]1O[C@H](CCC1)C)NC(C)=O)C